OC=1C(=NC2=CC=CC=C2C1C(=O)O)C1=CC=CC=C1 3-hydroxy-2-phenyl-4-quinoline-carboxylic acid